O=C1N(CC2(CC2)C2=CC(=CC=C12)C(F)(F)F)CC(=O)OC methyl 2-(1-oxo-6-trifluoromethylspiro[3H-isoquinoline-4,1'-cyclopropane]-2-yl)acetate